CC1(CC(C1)N)C 3,3-dimethylcyclobutanamine